C(C)(C)(C)C(C(=O)[O-])(C(=O)[O-])CCCCCCC.[Na+].[Na+] sodium 2-(tert-butyl)-2-heptylpropanedioate